2-((1s,2r)-2-aminocycloheptyl)-3,5-dichloro-N-(thiophen-2-ylmethyl)thieno[3,2-b]pyridin-7-amine N[C@H]1[C@H](CCCCC1)C1=C(C2=NC(=CC(=C2S1)NCC=1SC=CC1)Cl)Cl